S-(7-oxo-7-(thiazol-2-ylamino)heptyl) ethanethioate C(C)(SCCCCCCC(NC=1SC=CN1)=O)=O